[NH4+].P(=O)(OCCN(C(CCCCC1=CC(=CC=C1)OCCC1=CC=C(C=C1)OC(F)(F)F)=O)CC1=CC=C(C=C1)OC)(O)O 2-{(4-Methoxybenzyl)[5-(3-{2-[4-(trifluoromethoxy)phenyl]ethoxy}phenyl)pentanoyl]amino}ethyl dihydrogen phosphate ammonium salt